FC=1C=C2CC(COC2=CC1)C(=O)C1=NN(C2=CC(=CC=C12)C=1C(=NNC1)C(F)(F)F)CCO (6-Fluorochroman-3-yl)(1-(2-hydroxyethyl)-6-(3-(trifluoromethyl)-1H-pyrazol-4-yl)-1H-indazol-3-yl)methanone